FC=1C=C(CNC(OC(C)(C)C)=O)C=C(C1)C=1C=NN(C1)C=1C=NN(C1)C tert-Butyl 3-fluoro-5-(1'-methyl-1'H-[1,4'-bipyrazol]-4-yl)benzylcarbamate